C(C)(C)(C)OC(N=S(=O)(C(C)C)C1=CC=C(C=C1)N)=O.C(CC=C)C1=CC=C(C=C1)P (4-(but-3-en-1-yl)phenyl)phosphine tert-butyl-((4-aminophenyl)(isopropyl)(oxo)-λ6-sulfaneylidene)carbamate